FC(OC1=CC=C(OC2=CC=C(C=N2)C2CN(C2)C(=O)OC(C)(C)C)C=C1)(F)F tert-Butyl 3-(6-(4-(trifluoromethoxy)phenoxy)pyridin-3-yl)azetidine-1-carboxylate